Diazidocarbazole N(=[N+]=[N-])C1=C(C=2NC3=CC=CC=C3C2C=C1)N=[N+]=[N-]